NC1=CC=C(C=C1)C1(CC(C2=CC(=CC=C12)N)(C)C)C [1-(4-aminophenyl)-1,3,3-trimethyl-inden-5-yl]amine